FC1CN(C1)CCC1=NN(C(C(=C1)C(F)(F)F)=O)[C@H](C(=O)N)CC(C)C (S)-2-(3-(2-(3-fluoroazetidin-1-yl)ethyl)-6-Oxo-5-(trifluoromethyl)pyridazin-1(6H)-yl)-4-methylpentanamide